trans-5-(2-(4-Fluoro-3-methoxy-5-(trifluoromethyl)phenyl)cyclopropyl)-2,2'-bipyrimidine FC1=C(C=C(C=C1C(F)(F)F)[C@H]1[C@@H](C1)C=1C=NC(=NC1)C1=NC=CC=N1)OC